O[C@]1(C2(C(=C3C(=C(CC3=C1)C)SC1=CC=C(C=C1)C)C)CC2)C (R)-6'-hydroxy-2',4',6'-trimethyl-3'-(p-tolylthio)spiro[cyclopropane-1,5'-inden]